C(C)OC(=O)C=1NC2=C(C=CC(=C2C1)NC1=CC(=C(C=C1)OC1=CC=CC=C1)F)F 4-((3-fluoro-4-phenoxyphenyl)amino)-7-fluoro-1H-indole-2-carboxylic acid ethyl ester